FC(C1=CC=C2C(=CC=NC2=C1)C(=O)NCC(=O)OC(C)(C)C)(F)F tert-butyl (7-(trifluoromethyl)quinoline-4-carbonyl)glycinate